4-(2,4-difluorophenyl)piperazine-1-carboxamide FC1=C(C=CC(=C1)F)N1CCN(CC1)C(=O)N